N1=C(N=CC2C1CCNC2)N2CCN(CC2)C(=O)C2N(CCC2)C=2C=CC=1N(N2)C(=NN1)C(F)(F)F [4-(4a,5,6,7,8,8a-hexahydropyrido[4,3-d]pyrimidin-2-yl)piperazine-1-yl]-[1-[3-(trifluoromethyl)-[1,2,4]triazolo[4,3-b]pyridazine-6-yl]pyrrolidin-2-yl]methanone